tert-butyl N-[2-(6-chloro-2-methyl-pyrimidin-4-yl)oxyethyl]carbamate ClC1=CC(=NC(=N1)C)OCCNC(OC(C)(C)C)=O